1-(11Z,14Z-eicosadienoyl)-2-(4Z,7Z,10Z,13Z,16Z,19Z-docosahexaenoyl)-glycero-3-phosphocholine CCCCC/C=C\C/C=C\CCCCCCCCCC(=O)OC[C@H](COP(=O)([O-])OCC[N+](C)(C)C)OC(=O)CC/C=C\C/C=C\C/C=C\C/C=C\C/C=C\C/C=C\CC